FC1=C(C=CC(=C1)OC1=CC(=NC=C1)N1C[C@H](OCC1)C)NC1=NC=NC2=CC(=C(C=C12)NC1CCN(CC1)C(C=C)=O)OC (R)-1-(4-((4-((2-fluoro-4-((2-(2-methylmorpholino)pyridin-4-yl)oxy)phenyl)amino)-7-methoxyquinazolin-6-yl)amino)piperidin-1-yl)prop-2-en-1-one